C\C(=C/C(C)=O)\C1=CC=CC=C1 (E)-4-methyl-4-phenyl-but-3-en-2-one